COC(=O)C1=CC(=NC=C1)CNC(C(C)=O)=O 2-[(2-oxopropanamido)methyl]Pyridine-4-carboxylic acid methyl ester